O[Cr] hydroxyl-chromium